6-((S)-2-((3aR,4R,5R,6aS)-3a,4-dihydroxy-5-phenoxyhexahydrocyclopenta[c]pyrrol-2(1H)-yl)-1-hydroxyethyl)-3,4-dihydroquinolin-2(1H)-one O[C@]12[C@H](CN(C1)C[C@@H](O)C=1C=C3CCC(NC3=CC1)=O)C[C@H]([C@H]2O)OC2=CC=CC=C2